N[C@@H](CNC(OC(C)(C)C)=O)C#CC |r| tert-butyl (RS)-(2-aminopent-3-yn-1-yl)carbamate